FC(S(=O)(=O)ON=CC)(F)F ethanone O-(trifluoromethanesulfonyl) oxime